4-((3,4-dichlorobenzyl)oxy)benzyl-2-(ethylamino)pentanamide methyl-indoline-6-carboxylate COC(=O)C1=CC=C2CCNC2=C1.ClC=1C=C(COC2=CC=C(CC(C(=O)N)(CCC)NCC)C=C2)C=CC1Cl